(R)-3-methyl-1-(4-nitrophenyl)piperazine C[C@@H]1CN(CCN1)C1=CC=C(C=C1)[N+](=O)[O-]